C(C)(C)(C)OC(=O)[C@]1(C[C@H](NCC1)C)CC1=NC(=CC(=C1F)C(C)(C)F)Br (2R,4R)-4-((6-bromo-3-fluoro-4-(2-fluoropropane-2-yl)pyridin-2-yl)methyl)-2-methylpiperidine-4-carboxylic acid tert-butyl ester